ClN[N+](=O)[O-] Chloronitroamine